(R)-N-(1-(8-methyl-9H-pyrido[3,4-b]indol-1-yl)ethyl)acetamide CC=1C=CC=C2C3=C(NC12)C(=NC=C3)[C@@H](C)NC(C)=O